N3-Methyl-N2-(3-(5-(oxetan-3-yloxy)pyridin-2-yl)-1,2,4-thiadiazol-5-yl)-5-(trifluoromethyl)pyridine-2,3-diamine CNC=1C(=NC=C(C1)C(F)(F)F)NC1=NC(=NS1)C1=NC=C(C=C1)OC1COC1